FC(C(=O)O)(F)F.NCC(C1=CC=CC=C1)C=1C=CC(=C(C1)C=1C(=CC=CC1F)C(=O)N)Cl 5'-(2-amino-1-phenylethyl)-2'-chloro-6-fluoro-[1,1'-biphenyl]-2-carboxamide trifluoroacetate